CN(C(=O)C=1OC2=C(C1)C=C(C=C2)C2=CCCN(C2)C(=O)OC(C)(C)C)C tert-butyl 5-(2-(dimethylcarbamoyl)benzofuran-5-yl)-3,6-dihydropyridine-1(2H)-carboxylate